[N+](=O)([O-])C=1C=CC(=C(C(=O)O)C1)NCCCC1=CC=CC=C1 5-nitro-2-(3-phenylpropyl-amino)-benzoic acid